5-(tetrahydro-2H-pyran-4-yl)furan-2-carboxylic acid O1CCC(CC1)C1=CC=C(O1)C(=O)O